N-phenyl-aminoamine C1(=CC=CC=C1)NN